N4-[(2,3-Dichlorophenyl)methyl]-6-imidazo[1,5-a]pyridin-6-yl-1,3,5-triazine-2,4-diamine ClC1=C(C=CC=C1Cl)CNC1=NC(=NC(=N1)C=1C=CC=2N(C1)C=NC2)N